Methyl (S)-{4-(4-aminophenyl)-2,3,9-trimethyl-6H-thieno[3,2-f][1,2,4]triazolo[4,3-a][1,4]diazepin-6-yl}acetate NC1=CC=C(C=C1)C1=N[C@H](C=2N(C3=C1C(=C(S3)C)C)C(=NN2)C)CC(=O)OC